C(C1=CC=C(C(=O)OC2CC(NC(C2)(C)C)(C)C)C=C1)(=O)OC1CC(NC(C1)(C)C)(C)C bis(2,2,6,6-tetramethyl-4-piperidyl) terephthalate